6-[7-tert-butyl-3-(5-methylisoxazol-3-yl)-[1,2,4]triazolo[4,3-b]pyridazin-6-yloxymethyl]-N-(tetrahydrofuran-3-yl)-nicotinamide C(C)(C)(C)C1=CC=2N(N=C1OCC1=NC=C(C(=O)NC3COCC3)C=C1)C(=NN2)C2=NOC(=C2)C